1-(1-(2-chloro-5-(1-(tetrahydro-2H-pyran-4-yl)-1H-pyrazol-4-yl)pyridin-4-yl)-4-fluoropiperidin-4-yl)-N,N-dimethylmethanamine ClC1=NC=C(C(=C1)N1CCC(CC1)(F)CN(C)C)C=1C=NN(C1)C1CCOCC1